1-(3-((3-(1H-pyrazol-4-yl)-1H-indazol-6-yl)amino)phenyl)-3-(3-bromophenyl)urea N1N=CC(=C1)C1=NNC2=CC(=CC=C12)NC=1C=C(C=CC1)NC(=O)NC1=CC(=CC=C1)Br